ClC=1C=C(C=C(C1)Cl)C1CCN(CC1)C1=C(C(N(C2=CC=CC=C12)C)=O)C#N 4-[4-(3,5-dichlorophenyl)piperidin-1-yl]-1-methyl-2-oxo-1,2-dihydroquinoline-3-carbonitrile